tert-butyl (2-(((S)-4-((tert-butoxycarbonyl)amino)pentyl-1,1-d2)oxy)pyridin-4-yl)(1-(tert-butyl)-3-((1S,3R)-3-((tert-butyldimethylsilyl)oxy)cyclopentyl)-1H-pyrazol-5-yl)carbamate C(C)(C)(C)OC(=O)N[C@H](CCC([2H])([2H])OC1=NC=CC(=C1)N(C(OC(C)(C)C)=O)C1=CC(=NN1C(C)(C)C)[C@@H]1C[C@@H](CC1)O[Si](C)(C)C(C)(C)C)C